((1S,9S)-9-Ethyl-5-fluoro-9-hydroxy-4-methyl-10,13-dioxo-2,3,9,10,13,15-hexahydro-1H,12H-benzo[de]pyrano[3',4':6,7]indolizino[1,2-b]quinolin-1-yl)-4-hydroxy-3-oxo-butyramide C(C)[C@]1(C(OCC=2C(N3CC=4C(=NC=5C=C(C(=C6C5C4[C@@H](CC6)C(C(=O)N)C(CO)=O)C)F)C3=CC21)=O)=O)O